(S)-1-((5-Chloro-1-methyl-3-(5-methylisoxazol-3-yl)-1H-pyrazol-4-yl)methyl)-N-isopentylazepan-3-amine ClC1=C(C(=NN1C)C1=NOC(=C1)C)CN1C[C@H](CCCC1)NCCC(C)C